FC(S(=O)(=O)OC1=CC2=CC=C(C(=C2C(=C1)C1=C(C=2N=C(N=CC2C(=N1)N1[C@H](CC1)C)SC)F)C#C[Si](C(C)C)(C(C)C)C(C)C)F)(F)F (S)-6-fluoro-4-(8-fluoro-5-(2-methylazetidin-1-yl)-2-(methylthio)pyrido[4,3-d]pyrimidin-7-yl)-5-((triisopropylsilyl)ethynyl)naphthalen-2-yl trifluoromethanesulfonate